rac-(1R,3S)-N1-(2-{3-[(4-methanesulfonyl-2-methoxyphenyl)amino]prop-1-yn-1-yl}-1-(2,2,2-trifluoroethyl)-1H-indol-4-yl)cyclohexane-1,3-diamine CS(=O)(=O)C1=CC(=C(C=C1)NCC#CC=1N(C2=CC=CC(=C2C1)N[C@H]1C[C@H](CCC1)N)CC(F)(F)F)OC |r|